O=C1NC(CCC1N1C(C2=CC=C(C=C2C1=O)C1CCNCC1)=O)=O 2-(2,6-dioxo-3-piperidyl)-5-(4-piperidyl)isoindoline-1,3-dione